CC1=CC=NC=C1B1OC(C)(C)C(C)(C)O1 4-methylpyridine-5-boronic acid pinacol ester